N-(1-methylpropenyl)-3-(triethoxysilyl)-1-propylamine CC(=CC)NCCC[Si](OCC)(OCC)OCC